[C@H]12CN(C[C@H](CC1)N2)C2=NC(=NC1=C(C(=C(C=C21)F)C2=CC(=CC1=CC=C(C(=C21)F)F)O)F)OC[C@]21CCCN1C[C@@H](C2)F 4-(4-((1R,5S)-3,8-diazabicyclo[3.2.1]octan-3-yl)-6,8-difluoro-2-(((2R,7aS)-2-fluorotetrahydro-1H-pyrrolizin-7a(5H)-yl)methoxy)quinazolin-7-yl)-5,6-difluoronaphthalen-2-ol